P(=O)(F)(F)OC(COC(C=C)C)COC(C=C)C 1,3-bis(1-methylallyloxy)-2-propanol difluorophosphate